C(C1=CC=CC=C1)OC(=O)N[C@@H]1CC(N(C1)C1=CC=C(C=C1)S(=O)(=O)N1CCN(CC1)C1=NC(=CC(=C1)C([C@H]1CN(CCC1)C(=O)OC(C)(C)C)(F)F)Cl)=O tert-butyl (3R)-3-[[2-[4-[4-[(4R)-4-(benzyloxycarbonylamino)-2-oxo-pyrrolidin-1-yl]phenyl]sulfonylpiperazin-1-yl]-6-chloro-4-pyridyl]-difluoro-methyl]piperidine-1-carboxylate